C(C)C1=C(C=CC(=C1)O)C1=CC(=C2C(=NNC2=C1)C1=NC2=C(CN(CC2)C(CN2C[C@@H](OCC2)C)=O)N1)F (S)-1-(2-(6-(2-ethyl-4-hydroxyphenyl)-4-fluoro-1H-indazol-3-yl)-3,4,6,7-tetrahydro-5H-imidazo[4,5-c]pyridin-5-yl)-2-(2-methylmorpholino)ethan-1-one